C12OCC(C1)(C2)CN2N=CC(=C2)C2=NC1=C(C(=CC=C1N=C2)OC=2C=CC1=C(NC(=N1)C)C2)Cl (1-(2-oxabicyclo[2.1.1]hexan-4-ylmethyl)-1H-pyrazol-4-yl)-8-chloro-7-((2-methyl-1H-benzo[d]imidazol-6-yl)oxy)quinoxaline